tert-butyl 4-(2-((3-amino-4-(trifluoromethoxy)phenyl)sulfonamido)-2-(4-chlorophenyl)ethyl)piperazine-1-carboxylate NC=1C=C(C=CC1OC(F)(F)F)S(=O)(=O)NC(CN1CCN(CC1)C(=O)OC(C)(C)C)C1=CC=C(C=C1)Cl